8-Fluoro-7-iodo-2-methylimidazo[1,2-a]pyridine-6-carbonitrile FC=1C=2N(C=C(C1I)C#N)C=C(N2)C